DifluorocyclobutaneN FC1=C(CC1)F